(S)-4-(4'-(3-((2,2-difluoro-3-hydroxypropyl)amino)cyclobutyl)-[1,1'-biphenyl]-4-yl)-2-(2-((S)-1-hydroxyethyl)-1H-imidazol-1-yl)but-3-yn-1-ol FC(CNC1CC(C1)C1=CC=C(C=C1)C1=CC=C(C=C1)C#C[C@@H](CO)N1C(=NC=C1)[C@H](C)O)(CO)F